OC(CN1C(N(C2=C1C(=CC=C2)C(=O)N)[C@@H]2CC[C@@H](CC2)C(NC2=CC(=C(C=C2)C)OC)=O)=O)CO (2,3-dihydroxypropyl)-2-oxo-1-[cis-4-[(3-methoxy-4-methylphenyl)carbamoyl]cyclohexyl]-2,3-dihydro-1H-1,3-benzodiazole-4-carboxamide